N-(6-(6-(1-methyl-1H-pyrazol-4-yl)imidazo[1,2-b]pyridazin-3-yl)pyridin-2-yl)-2-azaspiro[3.3]heptan-6-amine CN1N=CC(=C1)C=1C=CC=2N(N1)C(=CN2)C2=CC=CC(=N2)NC2CC1(CNC1)C2